n-heptyl-boric acid C(CCCCCC)OB(O)O